N-(5-(furan-3-yl)-2-morpholinooxazolo[4,5-b]pyridin-6-yl)-2-(2-methylpyridin-4-yl)oxazole-4-carboxamide O1C=C(C=C1)C1=C(C=C2C(=N1)N=C(O2)N2CCOCC2)NC(=O)C=2N=C(OC2)C2=CC(=NC=C2)C